SCCC[Si](OCC)(OCC)OCC 3-mercaptopropyltriethoxy-silane